1,4-bis(5-aminotetrazole-1-yl)butane NC1=NN=NN1CCCCN1N=NN=C1N